(1-ethoxyvinyl)-3-ethyl-1,6-naphthyridin-2(1H)-one C(C)OC(=C)N1C(C(=CC2=CN=CC=C12)CC)=O